C1=CC=CC=2NC3=C(C=CC21)C=CC=C3 dibenzo[B,F]Azepin